C1(CC1)C=1C(=C2C=NN(C2=CC1C)C1OCCCC1)C1=C(C=2N=C(N=C(C2C=N1)N1CC(CCC1)(O)C)OCC12CCCN2CCC1)F 1-[7-(5-cyclopropyl-6-methyl-1-tetrahydropyran-2-yl-indazol-4-yl)-8-fluoro-2-((tetrahydro-1H-pyrrolizin-7a(5H)-yl)methoxy)pyrido[4,3-d]pyrimidin-4-yl]-3-methyl-piperidin-3-ol